tert-butyl (5-(methoxyimino)-5,6,7,8-tetrahydronaphthalen-2-yl)carbamate CON=C1C=2C=CC(=CC2CCC1)NC(OC(C)(C)C)=O